(S)-1-(5-Chloro-1-((5-chloro-2-methoxypyridin-4-yl)oxy)-8-((1,1,1-trifluoropropan-2-yl)oxy)isoquinolin-6-yl)-4-ethyl-3-(hydroxymethyl)-1H-1,2,4-triazol-5(4H)-one ClC1=C2C=CN=C(C2=C(C=C1N1N=C(N(C1=O)CC)CO)O[C@H](C(F)(F)F)C)OC1=CC(=NC=C1Cl)OC